Cl.N[C@@H](CC(=O)OCC)C=1C=C(C=C(C1F)C1CC1)C1=C(C=C(C=C1OCCCC=C)C1CCCC1)C Ethyl (S)-3-amino-3-(4'-cyclopentyl-5-cyclopropyl-4-fluoro-2'-methyl-6'-(pent-4-en-1-yloxy)-[1,1'-biphenyl]-3-yl)propanoate hydrochloride